3-[(1R,5S)-3-[3-amino-6-(2-hydroxyphenyl)pyridazin-4-yl]-3,8-diazabicyclo[3.2.1]octan-8-yl]benzoic acid NC=1N=NC(=CC1N1C[C@H]2CC[C@@H](C1)N2C=2C=C(C(=O)O)C=CC2)C2=C(C=CC=C2)O